2-(6-(((1R,2R,3S,5R)-2-fluoro-1,8-dimethyl-8-azabicyclo[3.2.1]oct-6-en-3-yl)(methyl)amino)pyridazin-3-yl)-5-(1H-1,2,3-triazol-1-yl)phenol F[C@H]1[C@]2(C=C[C@@H](C[C@@H]1N(C1=CC=C(N=N1)C1=C(C=C(C=C1)N1N=NC=C1)O)C)N2C)C